ethyl 1-phenethylpiperidine-4-carboxylate C(CC1=CC=CC=C1)N1CCC(CC1)C(=O)OCC